NC1=NC=NN2C1=NC=C2C=2C=C(C=CC2C)S(=O)(=O)NC2CCC(CC2)(F)F 3-(4-aminoimidazo[2,1-f][1,2,4]triazin-7-yl)-N-(4,4-difluorocyclohexyl)-4-methylbenzenesulfonamide